C1(=CC=CC=C1)C(=CCN(CCCC(OCC)OCC)[C@H](C)C1=CC=C(C=C1)OC)C1=CC=CC=C1 (R)-N-(3,3-diphenylallyl)-4,4-diethoxy-N-(1-(4-methoxyphenyl)ethyl)butan-1-amine